BrC1=CN=CO1 5-bromooxazole